NC1=NC=C(C#N)C(=C1)OCCF 6-amino-4-(2-fluoroethoxy)nicotinonitrile